(R)-3-(4-chloro-3-cyanophenyl)-1-(8,9-difluoro-6-oxo-1,4,5,6-tetrahydro-2H-pyrano[3,4-c]isoquinolin-1-yl)-1-methylurea ClC1=C(C=C(C=C1)NC(N(C)[C@H]1COCC=2NC(C=3C=C(C(=CC3C21)F)F)=O)=O)C#N